CNC1=NC(=CC2=CC=CC=C12)C1=CC=CC=C1 N-methyl-3-phenyl-isoquinoline-1-amine